[N+](=O)([O-])C=1C=C(C=C(C1)C(F)(F)F)C(C)C1=NC2=CC=CC=C2C=N1 (1-(3-nitro-5-(trifluoromethyl)phenyl)ethyl)quinazolin